3-(6-Bromo-1-oxoisoindol-2-yl)-3-methylpiperidine-2,6-dione BrC1=CC=C2CN(C(C2=C1)=O)C1(C(NC(CC1)=O)=O)C